tert-butyl (S)-2-(N'-hydroxy-carbamimidoyl)pyrrolidine-1-carboxylate ON=C(N)[C@H]1N(CCC1)C(=O)OC(C)(C)C